BrCC1C(C1)(F)F 2-(bromomethyl)-1,1-difluorocyclopropane